2-ethoxy-5-phenoxy-benzenesulfonamide C(C)OC1=C(C=C(C=C1)OC1=CC=CC=C1)S(=O)(=O)N